Cl.CC(CC)N1C2C3=CC=CC=C3C1CC2 11-(butan-2-yl)-11-azatricyclo[6.2.1.02,7]Undec-2,4,6-triene hydrochloride